N[C@H](C(=O)N1[C@@H](CC(C1)(C)C)C(=O)OCC1=CC=CC=C1)C(CC)CC Benzyl (2S)-1-[(2S)-2-amino-3-ethyl-pentanoyl]-4,4-dimethyl-pyrrolidine-2-carboxylate